4-{3-[4-(2-oxo-2H-pyrimidin-1-yl)benzyl]-3H-imidazol-4-ylmethyl}benzonitrile O=C1N(C=CC=N1)C1=CC=C(CN2C=NC=C2CC2=CC=C(C#N)C=C2)C=C1